N-(5'-methyl-2'-(o-tolylselanyl)-[1,1'-biphenyl]-2-yl)picolinamide CC=1C=CC(=C(C1)C1=C(C=CC=C1)NC(C1=NC=CC=C1)=O)[Se]C1=C(C=CC=C1)C